2-((5-(5-(difluoromethyl)-1,3,4-oxadiazole-2-yl)pyridine-2-yl)methyl)-4,4-dimethyl-7-(1-(oxetan-3-yl)piperidine-4-yl)isoquinoline-1,3(2H,4H)-dione FC(C1=NN=C(O1)C=1C=CC(=NC1)CN1C(C2=CC(=CC=C2C(C1=O)(C)C)C1CCN(CC1)C1COC1)=O)F